BrC=1C=CC=C2C(C(N(C12)C)=O)=O 7-bromo-1-methylindoline-2,3-dione